C(C=C)(=O)N1CC2(C1)CN(CC2)C2=NC(=NC(=C2C#N)C=2C(=CC=C1C=NN(C21)C)C)OCC=2C=NC(=NC2)OC 4-(2-acryloyl-2,6-diazaspiro[3.4]octan-6-yl)-6-(1,6-dimethyl-1H-indazol-7-yl)-2-((2-methoxypyrimidin-5-yl)methoxy)pyrimidine-5-carbonitrile